(+/-)-4-(3-(2-fluorophenyl)-6,6-dimethyl-1,4-oxazepan-4-yl)-6-methylpyrimidin-2-amine FC1=C(C=CC=C1)[C@@H]1COCC(CN1C1=NC(=NC(=C1)C)N)(C)C |r|